CC1=NC2=CC=CC=C2C(=C1C(=O)OC)Cl methyl 2-methyl-4-chloroquinoline-3-carboxylate